2-(4-Bromo-2,5-dimethoxyphenyl)-N-(2-methoxybenzyl)ethanamine BrC1=CC(=C(C=C1OC)CCNCC1=C(C=CC=C1)OC)OC